[4-(3-{2-[(E)-3,5-diamino-6-chloro-pyrazine-2-carbonylimino]-1,3,8-triaza-spiro[4.5]dec-8-yl}-3-oxo-propyl)-phenoxy]-acetic acid tert-butoxycarbonylmethyl ester C(C)(C)(C)OC(=O)COC(COC1=CC=C(C=C1)CCC(=O)N1CCC2(CN\C(\N2)=N/C(=O)C2=NC(=C(N=C2N)N)Cl)CC1)=O